5-[5-(3,5-dichlorophenyl)-5-trifluoromethyl-4,5-dihydroisoxazol-3-yl]-2-(1H-1,2,4-triazol-1-yl)benzonitrile ClC=1C=C(C=C(C1)Cl)C1(CC(=NO1)C=1C=CC(=C(C#N)C1)N1N=CN=C1)C(F)(F)F